C12OCC(N(C1)C(=O)C=1N=C(OC1)Br)C2 (2-oxa-5-azabicyclo[2.2.1]heptan-5-yl)(2-bromooxazol-4-yl)methanone